FC(C=1C=C(C=C(C1)C(F)(F)F)C(C(=O)O)=C)(F)F (3,5-bis(trifluoromethyl)phenyl)acrylic acid